CS(=O)(=O)[O-].C(CCC)N1C=[N+](C=C1)CCCC 1,3-dibutylimidazolium methanesulfonate